1-(2-iodophenyl)-(S)-1-methoxymethoxybutyl-(S)-2-cyclopropylcarbamate IC1=C(C=CC=C1)[C@H]1[C@H](C1)N(C([O-])=O)C(CCC)OCOC